FC=1C=C(C=C(C1)OC1=CC=CC=C1)C1N(OCC1)C1=CC(=NC=N1)NC=1C(=CC(=C(C1)NC(C=C)=O)N1CCN(CC1)C)OC N-(5-((6-(3-(3-fluoro-5-phenoxyphenyl)isoxazolidin-2-yl)pyrimidin-4-yl)amino)-4-methoxy-2-(4-methylpiperazin-1-yl)phenyl)acrylamide